CN(C1=CC=C(C=CC2=C(C=C)C=CC=C2)C=C1)C 2-(p-dimethylaminostyryl)styrene